C(C)(=O)N1CCN(CC1)C1=NC2=C(N1C(=O)NCCC(C)C)C=CC=C2 (4-Acetylpiperazin-1-yl)-N-isopentyl-1H-benzo[d]imidazole-1-carboxamide